methyltris(hexadecyl)ammonium C[N+](CCCCCCCCCCCCCCCC)(CCCCCCCCCCCCCCCC)CCCCCCCCCCCCCCCC